C1(=C(C=CC=C1)C1=CC(=NC=C1)C1=CC=C(C=C1)N1C2=CC=C(C=C2C=2C=C(C=CC12)N(C1=CC=CC=C1)C1=CC=CC=C1)N(C1=CC=CC=C1)C1=CC=CC=C1)C1=CC=CC=C1 9-(4-(4-([1,1'-biphenyl]-2-yl)pyridin-2-yl)phenyl)-N3,N3,N6,N6-tetraphenyl-9H-carbazole-3,6-diamine